(3,4-dichloro-2-fluorophenyl)-7-(1-methyl-1H-pyrazol-4-yl)-6-(piperidin-4-yloxy)quinazolin-4-amine hydrogen bromide Br.ClC=1C(=C(C=CC1Cl)C1=NC2=CC(=C(C=C2C(=N1)N)OC1CCNCC1)C=1C=NN(C1)C)F